tert-butyl 4-(2-bromo-4-(2-((2-chloro-4-((trifluoromethyl)thio)phenyl)amino)-2-oxoethyl)-5-ethyl-7-oxo-4,7-dihydro-[1,2,4]triazolo[1,5-a]pyrimidin-6-yl)piperazine-1-carboxylate BrC1=NN2C(N(C(=C(C2=O)N2CCN(CC2)C(=O)OC(C)(C)C)CC)CC(=O)NC2=C(C=C(C=C2)SC(F)(F)F)Cl)=N1